Cl.N[C@H]1CN(CCC1)CCO (R)-2-(3-Aminopiperidin-1-yl)ethan-1-ol, hydrochloride